C(C)(C)C1=C(C(=O)O)C=CC(=C1)O.OC1=CC=C(C(=O)OC(C)C)C=C1 isopropyl para-hydroxybenzoate (isopropyl p-hydroxybenzoate)